tert-Butyl (2R,4S)-2-((3-(((S)-1,1-difluoropropan-2-yl)oxy)-2-(methoxycarbonyl)-5-methylphenoxy)methyl)-4-((2-oxo-1,2,3,4-tetrahydroquinolin-7-yl)oxy)pyrrolidin-1-carboxylate FC([C@H](C)OC=1C(=C(OC[C@@H]2N(C[C@H](C2)OC2=CC=C3CCC(NC3=C2)=O)C(=O)OC(C)(C)C)C=C(C1)C)C(=O)OC)F